OC1=C(C=CC=C1)B(O)O 2-hydroxybenzeneboronic acid